COCCOCCOC di(2-methoxyethyl) ether